CC(C(CCCC)CC)OCC(C)O propylene glycol methyl-2-Ethylhexyl ether